COC=1C=C2CCN(CC2=CC1NC1=NC2=CC(=CC=C2C=N1)NCC1=CC2=C(NC(=NS2(=O)=O)C)C=C1)C 7-[({2-[(6-methoxy-2-methyl-1,2,3,4-tetrahydroisoquinolin-7-yl)amino]quinazolin-7-yl}amino)methyl]-3-methyl-1lambda~6~,2,4-benzothiadiazine-1,1(4H)-dione